C12C=CC(C(C1)CN1C[C@@H]3[C@H](C1)CC(C3)C(=O)NC=3N=NC(=CC3)C3=C(C=C(C=C3)F)Cl)C2 (3aR,6aS)-2-(5-bicyclo[2.2.1]hept-2-enylmethyl)-N-[6-(2-chloro-4-fluoro-phenyl)pyridazin-3-yl]-3,3a,4,5,6,6a-hexahydro-1H-cyclopenta[c]pyrrole-5-carboxamide